5-fluoro-2-[1H-pyrazolo[4,3-b]pyridin-3-yl]pyridine FC=1C=CC(=NC1)C1=NNC=2C1=NC=CC2